BrC1=CC2=C(N(C(C(CC2)N=C(C2=CC=CC=C2)C2=CC=CC=C2)=O)CC2=CC=C(C=C2)OC)N=C1 3-bromo-7-((diphenylmethylene)amino)-9-(4-methoxybenzyl)-5,6,7,9-tetrahydro-8H-pyrido[2,3-b]azepin-8-one